2-(biphenyl-2-yloxy)-1,6-naphthyridine C1(=C(C=CC=C1)OC1=NC2=CC=NC=C2C=C1)C1=CC=CC=C1